ethyl (2-cyano-2-(2-(3,5-dichloro-4-((1-cyclopropyl-6-oxo-1,6-dihydropyridazin-3-yl)oxy)phenyl)hydrazono)acetyl)carbamate C(#N)C(C(=O)NC(OCC)=O)=NNC1=CC(=C(C(=C1)Cl)OC1=NN(C(C=C1)=O)C1CC1)Cl